CC1=C(C(=CC=C1)C)C=1N=C2NS(C3=CC=CC(C(N[C@@H](COC(N1)=C2)CC(C)C)=O)=C3)(=O)=O (11R)-6-(2,6-dimethylphenyl)-11-isobutyl-2,2-dioxo-9-oxa-2λ6-thia-3,5,7,12-tetrazatricyclo[12.3.1.14,8]nonadeca-1(17),4,6,8(19),14(18),15-hexaen-13-one